[15NH2][13C@@H]([13CH2][13CH2][13CH2][15NH][13C]([15NH2])=[15NH])[13C](=O)O [13C6,15N4]-arginine